O=C1NC(CCC1N1C(C2=CC(=C(C=C2C1=O)N1CCN(CC1)CC1CCN(CC1)C1=CC=C(N=N1)C(=O)N)F)=O)=O 6-(4-((4-(2-(2,6-dioxopiperidine-3-yl)-6-fluoro-1,3-dioxoisoindolin-5-yl)piperazin-1-yl)methyl)piperidin-1-yl)pyridazine-3-carboxamide